CC1=CC=CCC1 2-methyl-4H-benzol